4-Fluoro-6-(3-fluoroazetidin-1-yl)-N-{2-[(propan-2-yl)oxy]benzene-1-sulfonyl}-1-benzofuran-2-carboxamide FC1=CC(=CC2=C1C=C(O2)C(=O)NS(=O)(=O)C2=C(C=CC=C2)OC(C)C)N2CC(C2)F